tertbutyl 2-bromo-6-(((2-((S)-2,2-dimethylcyclopropane-1-carbonyl)-6-(1-(4-fluorobenzyl)-1H-pyrazole-4-carbonyl)-2,6-diazaspiro[3.4]octan-8-yl)methoxy)methyl)benzoate BrC1=C(C(=O)OC(C)(C)C)C(=CC=C1)COCC1CN(CC12CN(C2)C(=O)[C@@H]2C(C2)(C)C)C(=O)C=2C=NN(C2)CC2=CC=C(C=C2)F